C(CC)C(C(=O)OC=1C(C2=CC=CC=C2C(C1C1CCC(CC1)C1=CC=C(C=C1)Cl)=O)=O)CCC 3-((1r,4r)-4-(4-chlorophenyl)cyclohexyl)-1,4-dioxo-1,4-dihydronaphthalen-2-yl 2-propylpentanoate